4-chloro-5-methyl-6-(4-(pyridin-3-yloxy)piperidin-1-yl)pyrimidine ClC1=NC=NC(=C1C)N1CCC(CC1)OC=1C=NC=CC1